(S)-2-(2-(2-((4-chloro-2-fluorobenzyl)oxy)-5,8-dihydro-1,7-naphthyridin-7(6H)-yl)ethyl)-3-(oxetan-2-ylmethyl)-3H-imidazo[4,5-b]pyridine-5-carboxylic acid methyl ester COC(=O)C1=CC=C2C(=N1)N(C(=N2)CCN2CCC=1C=CC(=NC1C2)OCC2=C(C=C(C=C2)Cl)F)C[C@H]2OCC2